C(C)C=1C=C2CC(CC2=CC1CC)NC[C@@H](O)C1=C2C=CC(NC2=C(C=C1)OCC1=C(C=CC=C1)[N+](=O)[O-])=O (S)-5-(2-((5,6-diethyl-2,3-dihydro-1H-inden-2-yl)amino)-1-hydroxyethyl)-8-((2-nitrobenzyl)oxy)quinolin-2(1H)-one